C(\C=C\C(=O)O)(=O)O.FC1=C(C=CC=C1)C1=C(C(=CN1S(=O)(=O)C=1C=NC(=CC1)OC)CNC)OC 1-(5-(2-fluorophenyl)-4-methoxy-1-((6-methoxypyridin-3-yl)sulfonyl)-1H-pyrrol-3-yl)-N-methyl-methylamine fumarate